FC(C(C)=O)(F)F trisFluoroacetone